The molecule is an octasaccharide derivative composed of a 5-deoxy-5-(methylsulfanyl)xylofuranose, three mannopyranose and four arabinofuranose residues in an alpha(1->4), alpha(1->2), alpha(1->2), alpha(1->5), beta(1->2), alpha(1->5) and alpha(1->5) linear sequence. CSC[C@@H]1[C@@H]([C@H]([C@H](O1)O[C@@H]2[C@H](O[C@@H]([C@H]([C@H]2O)O)O[C@H]3[C@H]([C@@H]([C@H](O[C@@H]3O[C@H]4[C@H]([C@@H]([C@H](O[C@@H]4OC[C@@H]5[C@H]([C@@H]([C@@H](O5)O[C@H]6[C@@H]([C@H](O[C@@H]6OC[C@@H]7[C@H]([C@@H]([C@H](O7)OC[C@@H]8[C@H]([C@@H]([C@H](O8)O)O)O)O)O)CO)O)O)O)CO)O)O)CO)O)O)CO)O)O